[Zn].[Fe].[Ti].N1=CC(=CC=C1)[C@H](COC1=NC(=NC=C1C(F)(F)F)N[C@H]1C[C@H](CCC1)C1=NN=C2N1C=CC=C2)O (1R)-1-(3-pyridyl)-2-[2-[[(1R,3S)-3-([1,2,4]triazolo[4,3-a]pyridin-3-yl)cyclohexyl]amino]-5-(trifluoromethyl)pyrimidin-4-yl]oxy-ethanol titanium-iron-zinc